C(C)N1[C@@H](CN(C[C@@H]1C)C=1C=CC2=C(C(C=3NC4=CC(=CC=C4C3C2=O)C#N)(C)C)C1)C 8-((3R,5S)-4-Ethyl-3,5-dimethyl-piperazin-1-yl)-6,6-dimethyl-11-oxo-6,11-dihydro-5H-benzo[b]carbazole-3-carbonitrile